C[C@H]1N2C=3N=C(N=C(C3OC[C@@H]2COC1)CN1N=NC=C1C(=O)O)N1C(=NC2=C1C=CC=C2)NC 3-[(5R,8aS)-5-methyl-3-(2-methylamino-benzimidazol-1-yl)-5,6,8a,9-tetrahydro-8H-7,10-Dioxa-2,4,4b-triazaphenanthren-1-ylmethyl]-3H-[1,2,3]Triazole-4-carboxylic acid